N-(5-((2,6-difluoro-3,5-dimethoxyphenyl)ethynyl)pyrimidin-2-yl)-7-(dimethoxymethyl)-3,4-dihydro-1,8-naphthyridine-1(2H)-carboxamide FC1=C(C(=C(C=C1OC)OC)F)C#CC=1C=NC(=NC1)NC(=O)N1CCCC2=CC=C(N=C12)C(OC)OC